OCCOCCOC1=CC=CC=N1 6-[2-(2-hydroxyethoxy)ethoxy]pyridine